(S)-2-aminopropanamide hydrochloride Cl.N[C@H](C(=O)N)C